1-(2,3-bis(oleoyloxy)propyl)-N,N,N-trimethylammonium C(CCCCCCC\C=C/CCCCCCCC)(=O)OC(CC[NH+](C)C)COC(CCCCCCC\C=C/CCCCCCCC)=O